ClC=1N=C(NC1[C@H]1[C@H](CN(CC1)S(=O)(=O)CC(C(=O)N)(C)C)C)C1=NC=C(C=C1)F 3-[[(3R,4R)-4-[4-Chloro-2-(5-fluoro-2-pyridyl)-1H-imidazol-5-yl]-3-methyl-1-piperidyl]sulfonyl]-2,2-dimethyl-propanamide